ClC=1C=C(C=CC1Cl)[C@H]1[C@@H](C1)C(=O)N[C@@H](C(C)C)C(=O)N[C@H](CCC(=O)OCC)C(=O)OCC |&1:8,9| Diethyl (rac-(1R,2R)-2-(3,4-dichlorophenyl)cyclopropane-1-carbonyl)-L-valyl-D-glutamate